tetrahydrofuran-3,4-diyl Dibenzoate C(C1=CC=CC=C1)(=O)OC1COCC1OC(C1=CC=CC=C1)=O